N-(5-(1-methyl-1H-pyrazol-4-yl)-4-((6-(methylsulfonyl)pyridin-2-yl)amino)pyridin-2-yl)acetamide CN1N=CC(=C1)C=1C(=CC(=NC1)NC(C)=O)NC1=NC(=CC=C1)S(=O)(=O)C